(E)-1-[4-[[1-[2-(2,4-Difluorophenyl)-2-hydroxy-3-(1,2,4-triazol-1-yl)propyl]triazol-4-yl]methoxy]phenyl]-3-(4-methoxyphenyl)prop-2-en-1-one FC1=C(C=CC(=C1)F)C(CN1N=NC(=C1)COC1=CC=C(C=C1)C(\C=C\C1=CC=C(C=C1)OC)=O)(CN1N=CN=C1)O